ClC1([C@H]([C@@H]1C1=CC(=C(C(=C1)C(F)(F)F)Cl)F)C(=O)O)Cl trans-2,2-dichloro-3-(4-chloro-3-fluoro-5-(trifluoromethyl)phenyl)cyclopropane-1-carboxylic acid